C1(CC1)N1C=C2C(=NN(C(C2=CC1=O)=O)C)N[C@@H](C)C=1C(=C(C=CC1)C(C(=O)NC)(F)F)F (S)-2-(3-(1-((6-cyclopropyl-2-methyl-1,7-dioxo-1,2,6,7-tetrahydropyrido[3,4-d]pyridazin-4-yl)amino)ethyl)-2-fluorophenyl)-2,2-difluoro-N-methylacetamide